2-(4-(3-(6,7-dimethoxy-3,4-dihydroisoquinolin-2(1H)-yl)-3-oxoprop-1-en-1-yl)phenoxy)-N-hydroxyacetamide COC=1C=C2CCN(CC2=CC1OC)C(C=CC1=CC=C(OCC(=O)NO)C=C1)=O